[O-2].[Ag+].[Ag+].[Ag+].[Ag+].[O-2] tetra-silver oxide